BrC1=C(C=CC(=C1)F)N1N=C(C=C1C1=CC(=CC=C1)OC1CC1)COC(C(=O)OC)(C)C Methyl 2-([1-(2-bromo-4-fluorophenyl)-5-(3-cyclopropoxy-phenyl)-1H-pyrazol-3-yl]methoxy)-2-methylpropanoate